C(C)C1=CNC=C1CC 3,4-Diethylpyrrole